C(C=C)(=O)N1C[C@@H](N(CC1)C=1C2=C(N(C(N1)=O)C=1C(=NC=CC1C)C(C)C)N=C(C(=C2)C#N)C=2C=C(C(=O)OC)C=CC2F)C methyl (S)-3-(4-(4-acryloyl-2-methylpiperazin-1-yl)-6-cyano-1-(2-isopropyl-4-methylpyridin-3-yl)-2-oxo-1,2-dihydropyrido[2,3-d]pyrimidin-7-yl)-4-fluorobenzoate